CCOC(=O)C1N(CC(C1)N)C(=O)OC(C)(C)C 4-aminopyrrolidine-1,2-dicarboxylic acid 1-tert-butyl 2-ethyl ester